O1N=C(C2=C1C=CC=C2)COC2=CC=CC(=N2)C2CCN(CC2)CC2=NC1=C(N2C[C@H]2OCC2)C=C(C=C1)C(=O)O (S)-2-((4-(6-(benzo[d]isoxazol-3-ylmethoxy)pyridin-2-yl)piperidin-1-yl)methyl)-1-((oxetan-2-yl)methyl)-1H-benzo[d]imidazole-6-carboxylic acid